rel-(6R,7R)-7-({[(1s,4s)-4-phenylcyclohexyl]oxy}methyl)-8-(2,2,2-trifluoroethyl)-3-oxa-1,8-diazaspiro[5.5]undecan-2-one C1(=CC=CC=C1)C1CCC(CC1)OC[C@H]1[C@]2(CCOC(N2)=O)CCCN1CC(F)(F)F |o1:14,15|